[Na].C1(=CC=CC=C1)S(=O)(=O)NCl Phenylsulfonyl-chloramine sodium salt